1-cyclobutyl-N-((2-((4-(4-methyl-5-(pyrrolidin-1-yl)pyridin-3-yl)-1H-1,2,3-triazol-1-yl)methyl)imidazo[1,2-a]pyridin-6-yl)methyl)methylamine C1(CCC1)CNCC=1C=CC=2N(C1)C=C(N2)CN2N=NC(=C2)C=2C=NC=C(C2C)N2CCCC2